CN(C(OC)=O)CC1=C(C=CC=C1)OP(=O)(O)O methyl methyl(2-(phosphonooxy)benzyl)carbamate